N-(6-(1-methyl-1H-pyrazol-4-yl)isoquinolin-3-yl)-1-(methylsulfonyl)piperidine-4-carboxamide CN1N=CC(=C1)C=1C=C2C=C(N=CC2=CC1)NC(=O)C1CCN(CC1)S(=O)(=O)C